C[C@@H]1CN(CCO1)C=1N=C(NC(C1)=O)N1[C@@H](CCC1)C(C)(C1=CC=CC=C1)C 4-[(2R)-2-methylmorpholin-4-yl]-2-[(2S)-2-(1-methyl-1-phenyl-ethyl)pyrrolidin-1-yl]-1H-pyrimidin-6-one